N1=CN=CC2=C1C(NCCO2)=O 7,8-dihydro-pyrimido[4,5-f][1,4]oxazepin-9(6H)-on